1-((1s,6r)-7,7-dimethylbicyclo[4.1.0]hept-3-en-3-yl)pent-4-en-1-ol CC1([C@@H]2CC=C(C[C@H]12)C(CCC=C)O)C